3-(2-isopropylphenyl)-1-methyl-5-oxopyrrolidine-3-carboxylic acid C(C)(C)C1=C(C=CC=C1)C1(CN(C(C1)=O)C)C(=O)O